N-(5-Hydroxy-2-methylphenyl)-3-(1H-imidazol-1-yl)propanamide OC=1C=CC(=C(C1)NC(CCN1C=NC=C1)=O)C